4-Dimethoxymethyl-silyl-butanoyl-ferrocene COC(C=1C=C([C-](C1)C(CCC)=O)[SiH3])OC.[CH-]1C=CC=C1.[Fe+2]